C(C)(C)(C)OC(=O)N[C@H](C(=O)N1CC2(CCC2)CC1C(=O)O)C(C)(C)C 6-[(2S)-2-(tert-butoxycarbonylamino)-3,3-dimethyl-butanoyl]-6-azaspiro[3.4]octane-7-carboxylic acid